(7aR)-2-Chloro-4b-methoxy-3-(3-methoxypropoxy)-7,7-dimethyl-11-oxo-4b,5,6,7,7a,11-hexahydrocyclopenta[f]pyrido[1,2-h][1,7]naphthyridine-10-carboxylic acid ClC1=NC=2C=3N([C@H]4C(C2C=C1OCCCOC)(CCC4(C)C)OC)C=C(C(C3)=O)C(=O)O